trifluoromethanesulfonyl-2-methylimidazole FC(S(=O)(=O)C=1N=C(NC1)C)(F)F